CC1=NOC(=C1C1=C(C=C(C=C1)CNC)NS(=O)(=O)C1=CC=CC=C1)C N-(2-(3,5-dimethylisoxazol-4-yl)-5-((methylamino)methyl)phenyl)benzenesulfonamide